2-((3,4-dihydroisoquinolin-2(1H)-yl)methyl)-4H-pyran-4-one bis-trifluoroacetate FC(C(=O)O)(F)F.FC(C(=O)O)(F)F.C1N(CCC2=CC=CC=C12)CC=1OC=CC(C1)=O